(+)-Aspidospermidine CCC12CCCN3C1C4(CC3)C(CC2)NC5=CC=CC=C45